C(C=C)(=O)O.C(C=C)(=O)O.C(C=C)(=O)O.C(C=C)(=O)O.C(C=C)(=O)O.OCC(CO)(COCC(CO)(COCC(CO)(CO)CO)CO)CO tripentaerythritol pentaacrylate